bis-(3,4-epoxy cyclohexyl) adipate C(CCCCC(=O)OC1CC2C(CC1)O2)(=O)OC2CC1C(CC2)O1